Cyclohept[d]imidazol-2-ol N1=C(N=C2C1=CC=CC=C2)O